tert-butyl (2R,6S)-4-[4-fluoro-3-[(8-fluoro-2-methyl-imidazo[1,2-a]pyridin-6-yl)amino]-1-tetrahydropyran-2-yl-indazol-6-yl]-2,6-dimethyl-piperazine-1-carboxylate FC1=C2C(=NN(C2=CC(=C1)N1C[C@H](N([C@H](C1)C)C(=O)OC(C)(C)C)C)C1OCCCC1)NC=1C=C(C=2N(C1)C=C(N2)C)F